(R)-5-(8-chloro-6-(2-fluorophenyl)-4-methyl-4H-benzo[f]imidazo[1,5-a][1,4]diazepin-3-yl)-3-isopropyl-1,2,4-oxadiazole ClC=1C=CC2=C(C(=N[C@@H](C=3N2C=NC3C3=NC(=NO3)C(C)C)C)C3=C(C=CC=C3)F)C1